C1=C(C=CC=2C3=CC=CC=C3CC12)CNC1CC(C1)[C@](C(=O)O)(CCCCB(O)O)N (S)-2-((1S,3R)-3-((9H-fluoren-2-yl)methylamino)cyclobutyl)-2-amino-6-boronohexanoic acid